C(C)N=S(C(F)(F)F)(=O)C=1C=CC2=C(N=C(O2)C2=NC=C(C=C2S(=O)(=O)CC)OCC(F)(F)F)C1 Ethylimino-[2-[3-ethylsulfonyl-5-(2,2,2-trifluoroethoxy)-2-pyridyl]-1,3-benzoxazol-5-yl]oxo(trifluoromethyl)-λ6-sulfan